2-methoxy-1-naphthaleneethanone COC1=C(C2=CC=CC=C2C=C1)CC=O